FC=1C=C(C=C(C1)F)NC1=NC(=NC(=N1)NC(C)C)C1=C(C=CC=C1O)O (4-((3,5-difluorophenyl)amino)-6-(isopropylamino)-1,3,5-triazin-2-yl)benzene-1,3-diol